C(CCC)N1C(N(C(C(C1=O)=C1SCCCS1)=O)CC1CCC(CC1)C1=NN=C(N1COCC[Si](C)(C)C)C)=O 1-Butyl-5-(1,3-dithian-2-ylidene)-3-((4-(5-methyl-4-((2-(trimethylsilyl)ethoxy)methyl)-4H-1,2,4-triazol-3-yl)cyclohexyl)methyl)pyrimidine-2,4,6(1H,3H,5H)-trione